NCC(CNC1CS(CC1)(=O)=O)(C)C 3-((3-amino-2,2-dimethylpropyl)amino)tetrahydrothiophene-1,1-dioxide